C(C)OC[C@]1(CN(CC1)CC=1C(=NC=CC1)C#N)CCC1=CC=C(C=C1)F |o1:4| (R or S)-3-((3-(ethoxy-methyl)-3-(4-fluoro-phenethyl)pyrrolidin-1-yl)methyl)picolinonitrile